FC1(C(C(C(C(C1(F)F)(F)F)(F)F)(F)F)=O)F perfluorocyclohexanone